(methylthio)indole CSC=1NC2=CC=CC=C2C1